N-ethyl-4-[[(1S)-2-hydroxy-1-phenyl-ethyl]amino]-2-[(2-methyl-1-oxo-3,4-dihydroisoquinolin-6-yl)amino]pyrimidine-5-carboxamide C(C)NC(=O)C=1C(=NC(=NC1)NC=1C=C2CCN(C(C2=CC1)=O)C)N[C@H](CO)C1=CC=CC=C1